N1N=CC(=C1)C1=C(C=O)C=CC=C1 2-(1H-pyrazol-4-yl)benzaldehyde